1,4-bis(maleimidophenoxy)benzene allyloxymethyl-acrylate Nonadecyl-acrylate C(CCCCCCCCCCCCCCCCCC)OC(C=C)=O.C(C=C)OCOC(C=C)=O.C1(C=CC(N1C1=C(OC2=CC=C(C=C2)OC2=C(C=CC=C2)N2C(C=CC2=O)=O)C=CC=C1)=O)=O